p-methoxybenzylanilinium tetrafluoroborate tert-butyl-(7-(dimethylphosphoryl)benzo[d][1,3]dioxol-4-yl)(prop-2-yn-1-yl)carbamate C(C)(C)(C)OC(N(CC#C)C1=CC=C(C=2OCOC21)P(=O)(C)C)=O.F[B-](F)(F)F.COC2=CC=C([NH2+]CC1=CC=CC=C1)C=C2